C(C)(C)(C)C1=NN(C(C=C1)C1=CC=CC=C1)C1=C(C=CC=C1)C 3-(tert-butyl)-6-phenyl-1-tolyl-1,6-dihydropyridazine